ClC=1N=CC2=C(N1)C(SC2)(C)C 2-chloro-7,7-dimethyl-5,7-dihydrothieno[3,4-d]pyrimidine